C[C@@H]1N(C[C@H](NC1)C)C1=CC=CC(=N1)C1=NC2=CC(=NC=C2C=C1)CNC(C1=CC(=C(C=C1)C)S(=O)(=O)C)=O N-((2-(6-((2S,5R)-2,5-dimethylpiperazin-1-yl)pyridin-2-yl)-1,6-naphthyridin-7-yl)methyl)-4-methyl-3-(methylsulfonyl)benzamide